1-(3-((4-(bis(4-bromophenyl)methyl)piperazin-1-yl)methyl)-4-(trifluoromethyl)phenyl)-4-methyl-1,4-diazepane BrC1=CC=C(C=C1)C(N1CCN(CC1)CC=1C=C(C=CC1C(F)(F)F)N1CCN(CCC1)C)C1=CC=C(C=C1)Br